3-methyl-1,3,8-triazaspiro[4.5]decane-2,4-dione CN1C(NC2(C1=O)CCNCC2)=O